2-ETHYL-1,3-DITHIOLANE-2-CARBALDEHYDE C(C)C1(SCCS1)C=O